C1(CC1)OC(C1=CC=C(C=C1)NC1=C(C=C(C=C1)S(=O)(=O)NC)C=1N=CN(C1)C)(F)F 4-((4-(Cyclopropoxydifluoromethyl)phenyl)amino)-N-methyl-3-(1-methyl-1H-imidazol-4-yl)benzenesulfonamide